rac-tert-butyl (3R,5R)-3,5-dihydroxypiperidine-1-carboxylate O[C@H]1CN(C[C@@H](C1)O)C(=O)OC(C)(C)C |r|